N1C(CCC1)C1=CC=NC=C1 4-(pyrrolidin-2-yl)pyridine